N-((3S,4S)-3-((6-(2,6-dichloro-3,5-di-methoxyphenyl)-8-((3-(dimethylamino)propyl)amino)pyrido[3,4-d]pyrimidin-2-yl)amino)tetrahydro-2H-pyran-4-yl)acrylamide ClC1=C(C(=C(C=C1OC)OC)Cl)C1=CC2=C(N=C(N=C2)N[C@@H]2COCC[C@@H]2NC(C=C)=O)C(=N1)NCCCN(C)C